dimethyl-[1,1'-biphenyl] CC1=CC=C(C=C1)C1=CC=C(C=C1)C